selenium bisphosphine P.P.[Se]